ClC1=CC(=C(C(=O)NC2=CC(=CC=C2)C#N)C=C1)OC1=C(C=C(C=C1)F)OC 4-chloro-N-(3-cyanophenyl)-2-(4-fluoro-2-Methoxyphenoxy)benzamide